3-{[(2S)-4-ethylmorpholin-2-yl]methoxy}-5-(5-methyl-1,3-thiazol-2-yl)-N-{(1R)-1-[2-(trifluoromethyl)pyrimidin-5-yl]ethyl}benzamide C(C)N1C[C@H](OCC1)COC=1C=C(C(=O)N[C@H](C)C=2C=NC(=NC2)C(F)(F)F)C=C(C1)C=1SC(=CN1)C